FC1(CCC2=C1N=C(N=C2C2=CC(=C(OCC(=O)N1CCNCC1)C(=C2)F)F)N2[C@H](CC2)C)F (S)-2-(4-(7,7-difluoro-2-(2-methylazetidin-1-yl)-6,7-dihydro-5H-cyclopenta[d]pyrimidin-4-yl)-2,6-difluorophenoxy)-1-(piperazin-1-yl)ethan-1-one